[Sn].[As] arsenic-tin